4-{[1-(3-Chloro-benzenesulfonyl)-1,2,3,4-tetrahydro-quinoline-7-carbonyl]-amino}-benzoic acid ClC=1C=C(C=CC1)S(=O)(=O)N1CCCC2=CC=C(C=C12)C(=O)NC1=CC=C(C(=O)O)C=C1